(2R,3R,4R,5S)-4-[[3-(3-Methoxy-2-methyl-4-pyridyl)-4,5-dimethyl-5-(trifluoromethyl)tetrahydrofuran-2-carbonyl]amino]pyridin-2-carboxamid COC=1C(=NC=CC1[C@@H]1[C@@H](O[C@@]([C@@H]1C)(C(F)(F)F)C)C(=O)NC1=CC(=NC=C1)C(=O)N)C